di-n-butyl-bis(laurylthio)tin C(CCC)[Sn](SCCCCCCCCCCCC)(SCCCCCCCCCCCC)CCCC